BrC1=CN=C(S1)COC1=CC=CC(=N1)C1=CC(=C(C=C1F)CC=1N(C2=C(N1)C=CC(=C2)C(=O)O)C[C@H]2OCC2)F 2-[[4-[6-[(5-bromothiazol-2-yl)methoxy]-2-pyridyl]-2,5-difluorophenyl]methyl]-3-[[(2S)-oxetan-2-yl]methyl]benzimidazole-5-carboxylic acid